[5-(6-benzyloxy-5-fluoro-3-pyridinyl)pyrazin-2-yl]Hydrazine C(C1=CC=CC=C1)OC1=C(C=C(C=N1)C=1N=CC(=NC1)NN)F